methyl 6-chloro-4-((4-(pentafluoro-λ6-sulfanyl)phenyl)amino)pyridazine-3-carboxylate ClC1=CC(=C(N=N1)C(=O)OC)NC1=CC=C(C=C1)S(F)(F)(F)(F)F